(R)-2-(7-(1-cyclobutylpiperidin-3-yl)-4-methyl-7H-imidazo[4,5-c]pyridazin-3-yl)-5-(trifluoromethyl)phenol C1(CCC1)N1C[C@@H](CCC1)N1C=NC2=C1N=NC(=C2C)C2=C(C=C(C=C2)C(F)(F)F)O